C(#N)C1(CCN(CC1)C(=O)NC=1SC(=C(N1)C1=CC(=CC=C1)C#N)C1=CC(=NC(=C1)C)C)CO 4-cyano-N-[4-(3-cyanophenyl)-5-(2,6-dimethyl-4-pyridyl)thiazol-2-yl]-4-(hydroxymethyl)piperidine-1-carboxamide